4-(4-((1R,5S)-3,8-diazabicyclo[3.2.1]octan-3-yl)-8-fluoro-2-((6-methoxy-2,3-dihydro-1H-pyrrolo[2,1-a]isoindol-9b(5H)-yl)methoxy)pyrido[4,3-d]pyrimidin-7-yl)-5-ethynylnaphthalen-2-ol [C@H]12CN(C[C@H](CC1)N2)C=2C1=C(N=C(N2)OCC23N(CC4=C(C=CC=C24)OC)CCC3)C(=C(N=C1)C1=CC(=CC3=CC=CC(=C13)C#C)O)F